C1(CCCC1)[C@@H]1[C@@H](C=2C=CC(=CC2CC1)O)C1=CC=C(C=C1)N1CCC(CC1)C(OC)OC (5R,6R)-6-Cyclopentyl-5-(4-(4-(dimethoxymethyl)piperidin-1-yl)phenyl)-5,6,7,8-tetrahydronaphthalen-2-ol